C(C1=CC=CC=C1)OC(=O)N[C@@H]1CC(CN(C1)C(=O)OC(C)(C)C)(F)F tert-butyl (5R)-5-(benzyloxycarbonylamino)-3,3-difluoro-piperidine-1-carboxylate